7-(2,7-diazaspiro[3.5]nonan-7-ylmethyl)-4H-1,4-benzoxazin-3-one C1NCC12CCN(CC2)CC2=CC1=C(NC(CO1)=O)C=C2